4-fluoro-3-(2-methoxyethoxy)benzylcarbamic acid tert-butyl ester C(C)(C)(C)OC(NCC1=CC(=C(C=C1)F)OCCOC)=O